[Br-].[Mg+2].ClC=1C=CC=CC1Cl.[Br-] 3,4-dichlorobenzene magnesium bromide